C(=O)O.C1(CC1)C1=CC(=C2C(=N1)N(CC2)C(=O)NC=2C(=C(C=1N(C2)C=C(N1)C)C)F)N1CC(NCC1)(C)C 6-cyclopropyl-4-(3,3-dimethylpiperazin-1-yl)-N-(7-fluoro-2,8-dimethylimidazo[1,2-a]pyridin-6-yl)-2,3-dihydro-1H-pyrrolo[2,3-b]pyridine-1-carboxamide formate